tert-butyl (trans-4-((benzylcarbamoyl) (5-(2-methoxypyrimidin-5-yl)pyridin-2-yl)amino)cyclohexyl)carbamate C(C1=CC=CC=C1)NC(=O)N([C@@H]1CC[C@H](CC1)NC(OC(C)(C)C)=O)C1=NC=C(C=C1)C=1C=NC(=NC1)OC